CC1(CCC(O1)[C@@]1(CN(CC1)C(C)(C)C=1C=CC(=NC1)C)CCC=1SC=CC1)C (S)-5-(2-(3-(5,5-dimethyltetrahydro-furan-2-yl)-3-(2-(thiophen-2-yl)ethyl)pyrrolidin-1-yl)propan-2-yl)-2-methylpyridine